CN1C(N=CC=C1N)=O 3-(methyl)cytosine